The molecule is an aromatic ketone that is 3,3-dimethylbutan-2-one in which the methyl groups at positions 1 and 4 are replaced by pyridin-3-yl groups. A steroid 11beta-monooxygenase (EC 1.14.15.4) inhibitor, it is used in the diagnosis of adrenal insufficiency. It has a role as a diagnostic agent, an antimetabolite and an EC 1.14.15.4 (steroid 11beta-monooxygenase) inhibitor. CC(C)(C1=CN=CC=C1)C(=O)C2=CN=CC=C2